ClC1=CC=C(C=C1)SOP(OSC1=CC=C(C=C1)Cl)(=O)C1=CC=CC=C1 phenyl-phosphonic acid di(4-chlorophenylthio) ester